(4-methylbenzenesulfonyl)indole-3-carboxamide CC1=CC=C(C=C1)S(=O)(=O)C=1NC2=CC=CC=C2C1C(=O)N